2-(3-chlorophenyl)-2-methyl-1-phenylpropyl (1-oxo-1-((1-oxo-3-(2-oxopyrrolidin-3-yl)propan-2-yl)amino)heptan-2-yl)carbamate O=C(C(CCCCC)NC(OC(C(C)(C)C1=CC(=CC=C1)Cl)C1=CC=CC=C1)=O)NC(C=O)CC1C(NCC1)=O